2-Isocyano-5-phenylpenta-2,4-dienoic acid ethyl ester C(C)OC(C(=CC=CC1=CC=CC=C1)[N+]#[C-])=O